2-benzyl 1-(tert-butyl) (2S,4R)-4-azido-2-(4-(4,4,5,5-tetramethyl-1,3,2-dioxaborolan-2-yl)butyl)piperidine-1,2-dicarboxylate N(=[N+]=[N-])[C@H]1C[C@](N(CC1)C(=O)OC(C)(C)C)(C(=O)OCC1=CC=CC=C1)CCCCB1OC(C(O1)(C)C)(C)C